2-(2,6-dioxopiperidin-3-yl)benzo[d]oxazole-6-carboxylic acid O=C1NC(CCC1C=1OC2=C(N1)C=CC(=C2)C(=O)O)=O